BrC=1C=CC=2N(C3=CC=C(C=C3C2C1)Br)CC(CN1CCN(CC1)CCCCCNC(C#C)=O)O N-(5-(4-(3-(3,6-dibromo-9H-carbazol-9-yl)-2-hydroxypropyl)piperazin-1-yl)pentyl)propiolamide